N-cyclohexyl-1-(3-(tributylsilyl)phenyl)-N-((3-(tributylsilyl)phenyl)(2-(trifluoromethoxy)phenyl)phosphaneyl)-1-(2-(trifluoromethoxy)phenyl)phosphanamine C1(CCCCC1)N(P(C1=C(C=CC=C1)OC(F)(F)F)C1=CC(=CC=C1)[Si](CCCC)(CCCC)CCCC)P(C1=C(C=CC=C1)OC(F)(F)F)C1=CC(=CC=C1)[Si](CCCC)(CCCC)CCCC